C(C)S(=O)(=O)C=1C=C(C=NC1C=1C=C2NC=C(C=C2N1)C(F)(F)F)C1=NC(=CC=C1)C1(CC1)C(F)(F)F 5'-(ethanesulfonyl)-6'-[6-(trifluoromethyl)-4H-pyrrolo[3,2-b]pyridin-2-yl]-6-[1-(trifluoromethyl)cyclopropyl]-2,3'-bipyridine